2-(4-methoxybenzyl)-6-thioxo-2,7-diazaspiro[3.5]nonan-1-one COC1=CC=C(CN2C(C3(C2)CC(NCC3)=S)=O)C=C1